F[P-](F)(F)(F)(F)F.[Ru+2].CC1=CC(=NC=C1)C1=NC=CC(=C1)C.CC1=CC(=NC=C1)C1=NC=CC(=C1)C.CC1=CC(=NC=C1)C1=NC=CC(=C1)C.F[P-](F)(F)(F)(F)F tris(4,4'-dimethyl-2,2'-bipyridine) ruthenium (II) hexafluorophosphate